FC=1C=C(C=C(C1CN1CCC(CC1)N1CCNCC1)F)C1=CC(=C(C=C1)N1N=CC(=C1)C(=O)NCC1=NC(=NN1)C(C(F)(F)F)(C)C)C 1-[4-[3,5-difluoro-4-[(4-piperazin-1-yl-1-piperidyl)methyl]phenyl]-2-methyl-phenyl]-N-[[3-(2,2,2-trifluoro-1,1-dimethyl-ethyl)-1H-1,2,4-triazol-5-yl]methyl]pyrazole-4-carboxamide